1-(4-(6-chloro-8-fluoro-7-(2-isopropylphenyl)-2-(2-morpholino-ethoxy)quinazolin-4-yl)piperazin-1-yl)prop-2-en-1-one ClC=1C=C2C(=NC(=NC2=C(C1C1=C(C=CC=C1)C(C)C)F)OCCN1CCOCC1)N1CCN(CC1)C(C=C)=O